3-fluoro-N'-((1,2,3,5,6,7-hexahydro-s-indacen-4-yl)carbamoyl)-4-(2-hydroxypropan-2-yl)benzenesulfonimidamide FC=1C=C(C=CC1C(C)(C)O)S(=O)(N)=NC(NC1=C2CCCC2=CC=2CCCC12)=O